benzyl-Nα-(tert-butyloxycarbonyl)-L-histidine C(C1=CC=CC=C1)N([C@@H](CC1=CNC=N1)C(=O)O)C(=O)OC(C)(C)C